tert-butyl (2R)-1-[(2R)-2-[3-[4-(dimethoxymethyl)-1-piperidyl]isoxazol-5-yl]-3-methyl-butanoyl]-4-hydroxy-pyrrolidine-2-carboxylate COC(C1CCN(CC1)C1=NOC(=C1)[C@H](C(=O)N1[C@H](CC(C1)O)C(=O)OC(C)(C)C)C(C)C)OC